N-benzyl-1-(2-((2-((3-chloro-2-fluorobenzyl)amino)-2-oxoethyl)(cyclopropyl)amino)-2-oxoethyl)-3-cyano-1H-indole-5-carboxamide C(C1=CC=CC=C1)NC(=O)C=1C=C2C(=CN(C2=CC1)CC(=O)N(C1CC1)CC(=O)NCC1=C(C(=CC=C1)Cl)F)C#N